C(CC)C(COC=1C=C(C=CC1)CN)CCC (3-(2-propylpentyloxy)phenyl)methanamine